COC1=C(C=C(C=C1)OC)C(C(C#N)C)O 3-(2,5-dimethoxyphenyl)-3-hydroxy-2-methylpropionitrile